8-Cyclopentyl-2-(5-{[3-(3,5-dimethyl-piperazin-1-yl)-propyl]-methyl-amino}-pyridin-2-ylamino)-8H-pyrido[2,3-d]pyrimidin-7-one C1(CCCC1)N1C(C=CC2=C1N=C(N=C2)NC2=NC=C(C=C2)N(C)CCCN2CC(NC(C2)C)C)=O